(Z)-N'-hydroxy-3-fluoro-4-nitrobenzamidine O\N=C(\C1=CC(=C(C=C1)[N+](=O)[O-])F)/N